3-[[5-amino-7-[2-(cyclobutoxycarbonylamino)ethoxy-propyl-carbamoyl]-6H-thieno[3,2-b]azepin-2-yl]methyl]azetidine NC=1CC(=CC2=C(N1)C=C(S2)CC2CNC2)C(N(CCC)OCCNC(=O)OC2CCC2)=O